FC1=CC(=CC2=C1N=C(S2)N([C@@H]2C[C@@H](NCC2)C)C)C=2C=CC=1N(N2)C=C(N1)C 4-fluoro-N-methyl-6-(2-methylimidazo[1,2-b]pyridazin-6-yl)-N-[(2s,4s)-2-methylpiperidin-4-yl]-1,3-benzothiazol-2-amine